(1S)-1-[3-Fluoro-4-(trifluoromethyl)phenyl]ethan-1-aminium chloride [Cl-].FC=1C=C(C=CC1C(F)(F)F)[C@H](C)[NH3+]